5-(2-fluoroprop-2-yl)nicotinic acid FC(C)(C)C=1C=NC=C(C(=O)O)C1